3-(1,1-difluoroprop-1-en-2-yl)piperidin-3-amine HCl salt Cl.FC(=C(C)C1(CNCCC1)N)F